(9,9-difluoro-9H-fluorene-4-carbonyl)glycine FC1(C2=CC=CC=C2C=2C(=CC=CC12)C(=O)NCC(=O)O)F